(3,4-epoxycyclohexyl) acrylate C(C=C)(=O)OC1CC2C(CC1)O2